5-(6-amino-3H-purin-3-yl)-1,2-cyclopentandiol-Hydrochlorid Cl.NC1=C2N=CN=C2N(C=N1)C1CCC(C1O)O